N-((1R,4R)-4-(7-oxa-2-azaspiro[3.5]nonan-2-yl)cyclohexyl)-2-(3-((2-ethoxy-4-(methyl-sulfonyl)phenyl)amino)prop-1-yn-1-yl)-1-(2,2,2-trifluoroethyl)-1H-indol-4-amine C1N(CC12CCOCC2)C2CCC(CC2)NC=2C=1C=C(N(C1C=CC2)CC(F)(F)F)C#CCNC2=C(C=C(C=C2)S(=O)(=O)C)OCC